2,2'-dinitrobibenzyl [N+](=O)([O-])C1=C(C=CC=C1)CCC1=C(C=CC=C1)[N+](=O)[O-]